COC=1C=C(C=C(C1C(NCC(F)(F)F)=O)OC)C1=CN=C2N1C=CC(=C2)C=2C=NN(C2)CC(C(=O)OCC)C ethyl 3-[4-[3-[3,5-dimethoxy-4-(2,2,2-trifluoroethyl-carbamoyl) phenyl]imidazo[1,2-a]pyridin-7-yl]pyrazol-1-yl]-2-methyl-propanoate